C(C)C(C(=O)[O-])CCCC.C(C)C(CN1C=[N+](C=C1)CC(CCCC)CC)CCCC 1,3-bis(2-ethylhexyl)imidazolium 2-ethylhexanoate